9-((4-fluoro-1-isobutyrylpiperidin-4-yl)methyl)-2-(2-isopropylphenyl)-7,9-dihydro-8H-purin-8-one FC1(CCN(CC1)C(C(C)C)=O)CN1C2=NC(=NC=C2NC1=O)C1=C(C=CC=C1)C(C)C